S1C(=CC=C1)C1=CC=C(C=C1)C(C)N1N=CC=C1 1-(1-(4-(thiophen-2-yl)phenyl)ethyl)-1H-pyrazole